The molecule is a member of the class of xanthones that is 9H-xanthen-9-one substituted by a (3,3-dimethyoxiran-2-yl)methyl group at position 5, a hydroxy group at position 8, a hydroxymethyl group at position 1, a methyl group at position 3 and a prenyloxy group at position 2. It has been isolated from Aspergillus. It has a role as an Aspergillus metabolite. It is a member of xanthones, a member of phenols, an epoxide and an aromatic primary alcohol. CC1=CC2=C(C(=C1OCC=C(C)C)CO)C(=O)C3=C(C=CC(=C3O2)CC4C(O4)(C)C)O